1-(6-methoxypyridin-3-yl)ethan-1-ol COC1=CC=C(C=N1)C(C)O